OC1=C(C(=CC(=C1)C(F)(F)F)C)C=1C=NC=2C(N1)=NN(C2)C21CC(C2)(C1)CC#N 2-[3-[6-[2-hydroxy-6-methyl-4-(trifluoromethyl)phenyl]pyrazolo[3,4-b]pyrazin-2-yl]-1-bicyclo[1.1.1]pentanyl]acetonitrile